FC1(CN(C[C@H]1C)S(=O)(=O)C=1NC2=C(C=C(C(=C2C1)C1=NN(C=N1)C)C)F)F (R)-2-((3,3-difluoro-4-methylpyrrolidin-1-yl)sulfonyl)-7-fluoro-5-methyl-4-(1-methyl-1H-1,2,4-triazol-3-yl)-1H-indole